4-tert-butylphenol sodium salt [Na].C(C)(C)(C)C1=CC=C(C=C1)O